3-methyl-butyryl ketone CC(CC(=O)C(=O)C(CC(C)C)=O)C